7-bromo-8-fluoro-2-(((S)-1-methylpyrrolidin-2-yl)methoxy)quinazoline BrC1=CC=C2C=NC(=NC2=C1F)OC[C@H]1N(CCC1)C